6-(3-methoxybenzyl)aminopurine COC=1C=C(CNC2=C3NC=NC3=NC=N2)C=CC1